FC(C(=O)N[C@@H]1[C@H](N(C(C1)=O)C=1C=C2C=NN(C2=CC1)C1CCN(CC1)C(=O)C1CC1)C1=CC=CC=C1)(C)F |r| 2,2-Difluoro-N-[rac-(2R,3S)-1-[1-[1-(cyclopropanecarbonyl)-4-piperidyl]indazol-5-yl]-5-oxo-2-phenyl-pyrrolidin-3-yl]propanamid